ClC1=CC=C(C(=O)N2C(C3=C(C=C(C=C3C2(O)C2=CC=C(C=C2)Cl)C)C)=O)C=C1 2-(4-chlorobenzoyl)-3-(4-chlorophenyl)-3-hydroxy-5,7-dimethylisoindolin-1-one